2-(3-azabicyclo[3.1.0]hexane-3-yl)-N'-(4-iodo-2-(6-azaspiro[2.5]oct-6-yl)benzoyl)-6-methylpyrimidine-4-carbohydrazide C12CN(CC2C1)C1=NC(=CC(=N1)C(=O)NNC(C1=C(C=C(C=C1)I)N1CCC2(CC2)CC1)=O)C